FC=1C=C(CNC2=NC=C(C=N2)C2=NN=CO2)C=C(C1)F 5-(2-((3,5-difluorobenzyl)amino)pyrimidin-5-yl)-1,3,4-oxadiazole